C(C)(C)(C)OC(=O)NC1CN(C1)CCC(=O)OC methyl 3-(3-((tert-butoxycarbonyl)amino)azetidin-1-yl)propanoate